FC1=C(OC2=C(C=C(C(=C2)C)[N+](=O)[O-])C=2C3=C(C(N(C2)C)=O)N(C=C3)S(=O)(=O)C3=CC=C(C)C=C3)C=CC(=C1)F 4-(2-(2,4-difluorophenoxy)-4-methyl-5-nitrophenyl)-6-methyl-1-tosyl-1,6-dihydro-7H-pyrrolo[2,3-c]pyridin-7-one